COC([C@@H]1CO1)=O.C(CCC)C1N(CCC1)CCOCC Butyl-ethoxyethyl-pyrrolidine (S)-methyl-2,3-epoxypropionate